tert-butyl (4-(1-(2,6-dioxopiperidin-3-yl)-6-oxo-1,6-dihydropyridin-3-yl)benzyl)carbamate O=C1NC(CCC1N1C=C(C=CC1=O)C1=CC=C(CNC(OC(C)(C)C)=O)C=C1)=O